C(C)OCC=1C=C2C(=C(NC2=C(C1)NC1CCOCC1)C1=CC=CC=C1)C=1N(C=CN1)C(=O)OCC Ethyl 2-(5-(ethoxymethyl)-2-phenyl-7-((tetrahydro-2H-pyran-4-yl)amino)-1H-indol-3-yl)-1H-imidazole-1-carboxylate